2-methyl-2-(4-(trifluoromethyl)phenyl)propanal CC(C=O)(C)C1=CC=C(C=C1)C(F)(F)F